3-((3-methylbenzamido)methyl)-4,5-dihydroisoxazole-5-carboxamide CC=1C=C(C(=O)NCC2=NOC(C2)C(=O)N)C=CC1